ethyl 6-(4-fluorophenyl)-4-hydroxy-2-oxo-1-(2-(pyridin-4-yl)ethyl)-1,2-dihydro-1,8-naphthyridine-3-carboxylate FC1=CC=C(C=C1)C=1C=C2C(=C(C(N(C2=NC1)CCC1=CC=NC=C1)=O)C(=O)OCC)O